[Si](C)(C)(C(C)(C)C)OCCCOC1=NN(C(=C1[N+](=O)[O-])C)C1CCOC2(CC2)C1 3-(3-((tert-butyldimethylsilyl)oxy)propoxy)-5-methyl-4-nitro-1-(4-oxaspiro[2.5]octan-7-yl)-1H-pyrazole